N1N=NC=C1 1H-[1,2,3]triazole